C(C)OC(C)OC(C)C1=NN(C(N1C)=O)C1=CC(=C(C(=O)NC2=C(C=CC=C2)C)C=C1F)F 4-{3-[1-(1-Ethoxyethoxy)ethyl]-4-methyl-5-oxo-4,5-dihydro-1H-1,2,4-triazol-1-yl}-2,5-difluoro-N-(2-methylphenyl)benzamide